1-(cyclopentylmethyl)quinoline C1(CCCC1)CN1CC=CC2=CC=CC=C12